C(C1=CC=CC=C1)OC(=O)NCC(=O)NCCOCCOCCOCCOCCC 1-({N-[(Benzyloxy)carbonyl]glycyl}amino)-3,6,9,12-tetraoxapentadecan